4-acetyl-4-methyl-8-(1-((2-(trimethylsilyl)ethoxy)methyl)-1H-pyrazol-4-yl)-1,5-dihydro-2H-pyrano[3,4-b]Thieno[3,2-d]Pyridin-6(4H)-one C(C)(=O)C1(OCCC2=C1NC(C1=C2C=C(S1)C=1C=NN(C1)COCC[Si](C)(C)C)=O)C